N-(3-(1-methyl-1H-indol-2-yl)-1H-pyrazol-5-yl)-4-((1-methylpiperidin-4-yl)amino)benzamide CN1C(=CC2=CC=CC=C12)C1=NNC(=C1)NC(C1=CC=C(C=C1)NC1CCN(CC1)C)=O